nonyl N-ethylcarbamate C(C)NC(OCCCCCCCCC)=O